ClC=1C=C(C=CC1F)NC(=O)C1=C(N=CN1C)C1CC2CC3(OCCO3)C2C1 N-(3-chloro-4-fluorophenyl)-1-methyl-4-(spiro[bicyclo[3.2.0]-heptane-6,2'-[1,3]dioxolan]-3-yl)-1H-imidazole-5-carboxamide